OCC=1C=C(C2=C(N=C(O2)C2=C(C(=NC=C2)C2=C(C(=CC=C2)NC=2N=CC=C3C=C(C=NC23)CN2C[C@@H](CC2)O)C)C)C1)C#N (R)-5-(hydroxymethyl)-2-(2-(3-((3-((3-hydroxypyrrolidin-1-yl)methyl)-1,7-naphthyridin-8-yl)amino)-2-methylphenyl)-3-methylpyridin-4-yl)benzo[d]oxazole-7-carbonitrile